1-isobutyl-4-(4-(4,4,5,5-tetramethyl-1,3,2-dioxaborolan-2-yl)phenyl)piperazine C(C(C)C)N1CCN(CC1)C1=CC=C(C=C1)B1OC(C(O1)(C)C)(C)C